BrC1=C2CCNCC2=CC(=C1)F 5-bromo-7-fluoro-1,2,3,4-tetrahydroisoquinoline